C(C)(C)(C)OC(=O)N1N=CC2=CC=C(C=C12)NC1=CC=C(C=C1)N1CCC(CC1)C(F)(F)F 6-((4-(4-(trifluoromethyl)piperidin-1-yl)phenyl)amino)-1H-indazole-1-carboxylic acid tert-butyl ester